4-(2-(3,4-dihydro-2,6-naphthyridin-2(1H)-yl)ethyl)aniline sodium [Na].C1N(CCC2=CN=CC=C12)CCC1=CC=C(N)C=C1